(2S,2'S,2''S)-3,3',3''-((nitrilotris(methylene))tris(thiophene-5,3-diyl))tris(2-((R)-pyrrolidin-3-yl)propanoic acid) N(CC1=CC(=CS1)C[C@H](C(=O)O)[C@@H]1CNCC1)(CC1=CC(=CS1)C[C@H](C(=O)O)[C@@H]1CNCC1)CC1=CC(=CS1)C[C@H](C(=O)O)[C@@H]1CNCC1